BrC1=C(C2=C(N(N=C2C=C1)CF)Cl)Cl 5-bromo-3,4-dichloro-2-(fluoromethyl)-2H-indazole